3-[2-(1H-indol-3-yl)ethyl]-1-methyl-1-[(3R)-1-(pyridazin-3-yl)piperidin-3-yl]urea N1C=C(C2=CC=CC=C12)CCNC(N([C@H]1CN(CCC1)C=1N=NC=CC1)C)=O